N-(4-hydroxyphenyl)-2-(o-tolyloxy)acetamide OC1=CC=C(C=C1)NC(COC1=C(C=CC=C1)C)=O